NC1CC(C1)C(=O)N1CCN(CC1)C=1N=CC(=C2C1NC=C2)C(F)(F)F ((1R,3R)-3-aminocyclobutyl)(4-(4-(trifluoromethyl)-1H-pyrrolo[2,3-c]pyridin-7-yl)piperazine-1-yl)methanone